C(C=C)(=O)NC=1C(=CC(=C(C1)NC1=NC=C(C(=N1)C1=CN(C2=CC=CC=C12)C)C(=O)OC(C)CC)OC)N(C)CCN(C)C Sec-butyl 2-((5-acrylamido-4-((2-(dimethylamino)ethyl)(methyl)amino)-2-methoxyphenyl)amino)-4-(1-methyl-1H-indol-3-yl)pyrimidine-5-carboxylate